CN([C@H](CC=1SC2=C(N1)C=C(C=C2)[C@@H]2NC[C@H](CC2)C)C)C (S)-N,N-dimethyl-1-(5-((2R,5S)-5-methylpiperidin-2-yl)benzo[d]thiazol-2-yl)propan-2-amine